(1-chloro-2-methyl-propyl) cyclohexyl carbonate C(OC(C(C)C)Cl)(OC1CCCCC1)=O